COC1=CC=C(C=N1)C1=NNC(=C1C1=CC=CC=C1)N 3-(6-methoxypyridin-3-yl)-4-phenyl-1H-pyrazol-5-amine